C12(CC3CC(CC(C1)C3)C2)C=2N(C3=C(N2)C=CC=C3)C 1-adamantyl-3-methylbenzimidazole